2-[4-(2,6-dichlorobenzenesulfonyl)-1-piperazinyl]Thiazole-5-carboxylic acid methyl ester COC(=O)C1=CN=C(S1)N1CCN(CC1)S(=O)(=O)C1=C(C=CC=C1Cl)Cl